(S)-7,8-difluorospiro[chromane-4,4'-oxazolidin]-2'-one FC1=CC=C2C(=C1F)OCC[C@]21NC(OC1)=O